((1S)-2-hydroxy-1-(3-(tetrahydrofuran-2-yl)phenyl)ethyl)carbamic acid tert-butyl ester C(C)(C)(C)OC(N[C@H](CO)C1=CC(=CC=C1)C1OCCC1)=O